2-(((2R)-2-(5-chloropyridin-2-yl)-10-methyl-7,10-dihydro-2H-pyrano[3,2-H]isoquinolin-9(8H)-yl)methyl)-4-methoxy-1-(((S)-oxetan-2-yl)methyl)-1H-benzo[d]imidazole-6-carboxylic acid ClC=1C=CC(=NC1)[C@H]1C=CC=2C=CC=3CCN(C(C3C2O1)C)CC1=NC2=C(N1C[C@H]1OCC1)C=C(C=C2OC)C(=O)O